calcium L-ascorbate O=C1C(O)=C([O-])[C@H](O1)[C@@H](O)CO.[Ca+2].O=C1C(O)=C([O-])[C@H](O1)[C@@H](O)CO